5-amino-1-(4-ethylbenzyl)-1H-tetrazole NC1=NN=NN1CC1=CC=C(C=C1)CC